(3Z)-14,14-dipentyloxy-1,3-tetradecadiene C(CCCC)OC(CCCCCCCCC\C=C/C=C)OCCCCC